3-((2-aminophenyl)amino)-5H-naphthalene NC1=C(C=CC=C1)NC=1C=CC=2C=CCCC2C1